Cl.NC=1C(=NC(=CN1)C=1C=NN(C1)C1CCN(CC1)C(=O)OC(C)(C)C)C(=O)O[C@@H](C(=O)N1CCN(CC1)C)C1=CC=CC=C1 (R)-2-(4-methylpiperazin-1-yl)-2-oxo-1-phenylethyl 3-amino-6-(1-(1-(tert-butoxycarbonyl)piperidin-4-yl)-1H-pyrazol-4-yl)pyrazine-2-carboxylate hydrochloride